nicotinic Acid Ethyl Ester C(C)OC(C1=CN=CC=C1)=O